[N+](=O)(OC1=C(C=CC=C1)N(C(C)=O)C=1SC2=C(N1)CC[C@@]1([C@H]3CC[C@]4([C@H]([C@@H]3CCC12)CCC4=O)C)C)[O-] 2-(N-((5aR,5bS,7aS,10aS,10bR)-5a,7a-dimethyl-8-oxo-5,5a,5b,6,7,7a,8,9,10,10a,10b,11,12,12a-tetradecahydro-4H-cyclopenta[7,8]phenanthro[2,1-d]thiazol-2-yl)acetamido)phenyl nitrate